[C@@H]12N[C@@H]([C@@H](CC1)C2)CC(CNC2=CC(=C(C=C2F)S(=O)(=O)NC2=NC=NS2)F)[C@@H](C)N 4-(((3R)-2-(((1R,3R,4S)-2-azabicyclo[2.2.1]heptan-3-yl)methyl)-3-aminobutyl)amino)-2,5-difluoro-N-(1,2,4-thiadiazol-5-yl)benzenesulfonamide